silicon-calcium hydrate O.[Ca].[Si]